trans-3,4'-dimethyl-3-hydroxyflavanone CC1=CC=C(C=C1)C2C(C(=O)C3=CC=CC=C3O2)(C)O